6-(4-fluorophenyl)-N-(3,4,5-trimethoxyphenyl)-[1,2,4]triazolo[4,3-a]pyridin-3-amine FC1=CC=C(C=C1)C=1C=CC=2N(C1)C(=NN2)NC2=CC(=C(C(=C2)OC)OC)OC